1-aminoethane-1-imine NC(C)=N